6-amino-13-methyl-7,8,9,11,12,13,14,15,16,17-decahydro-6H-cyclopenta[a]phenanthrene-3,17-diyl diacetate C(C)(=O)OC=1C=CC=2C3CCC4(C(CCC4C3CC(C2C1)N)OC(C)=O)C